FC(C=1C(=C(C=CC1)C(C)NC1=NC2=CC(=C(C=C2C=C1)C1CCS(CC1)(=O)=O)OC)F)F 4-(((1-(3-(difluoromethyl)-2-fluorophenyl)ethyl)amino)-7-methoxyquinolin-6-yl)Tetrahydro-2H-thiopyran 1,1-dioxide